NCCCCCCCCCCCCCC(=O)N[C@@H](CC(=O)O)C(=O)O |r| (14-aminomyristoyl)-DL-aspartic acid